1,4-dioxan-2-hexanone O1C(COCC1)CCCCC(C)=O